(S)-(3-(difluoromethyl)-1-methyl-1H-pyrazol-5-yl)(4-(4-(trifluoromethyl)pyrazolo[1,5-a]pyridin-2-yl)-6,7-dihydro-1H-imidazo[4,5-c]pyridin-5(4H)-yl)methanone FC(C1=NN(C(=C1)C(=O)N1[C@@H](C2=C(CC1)NC=N2)C2=NN1C(C(=CC=C1)C(F)(F)F)=C2)C)F